CC(C)[C@H](N)P(=O)(O)O (1R)-(+)-(1-Amino-2-Methylpropyl)Phosphonic Acid